C(#N)C1=CC(=C(OCC2=CC=CC(=N2)OC2=CC=C(C=C2)CC(=O)O)C=C1)F 2-(4-((6-((4-cyano-2-fluorophenoxy)methyl)pyridin-2-yl)oxy)phenyl)acetic acid